N-(5-Bromo-2-(3-(dimethylamino)propoxy)pyridin-3-yl)-3-cyanobenzene-sulfonamide BrC=1C=C(C(=NC1)OCCCN(C)C)NS(=O)(=O)C1=CC(=CC=C1)C#N